OC=1C=C(C=NC1)C#CC=1C=C(C=NC1)C(=O)N1CCNCC1 4-[5-[2-(5-hydroxypyridine-3-yl)ethynyl]pyridine-3-carbonyl]piperazin